C(C)OC(=O)C=1C=C2C(=NC1NC1=C3CCCC3=CC=C1)NN=C2N 3-amino-6-((2,3-dihydro-1H-inden-4-yl)amino)-1H-pyrazolo[3,4-b]pyridine-5-carboxylic acid ethyl ester